N-(cis-1-(cyclopropylcarbonyl)-2-(((1-(5-fluoropyrimidin-2-yl)piperidin-4-yl)oxy)methyl)piperidin-3-yl)methanesulfonamide C1(CC1)C(=O)N1[C@H]([C@H](CCC1)NS(=O)(=O)C)COC1CCN(CC1)C1=NC=C(C=N1)F